NCC=1C=C(C=CC1)C=1C(=CC(N(C1)CC1(CCN(CC1)C([C@@H](CC1CCCCC1)C)=O)O)=O)C1=C(C=CC=C1)F (R)-5-(3-(aminomethyl)phenyl)-1-((1-(3-cyclohexyl-2-methylpropanoyl)-4-hydroxypiperidin-4-yl)methyl)-4-(2-fluorophenyl)pyridin-2(1H)-one